1-((2S,3S,4R)-1-{[(1S,2R,3S,4S,5R)-5-(ethoxymethyl)-2,3,4-trihydroxycyclohexyl]oxy}-3,4-Dihydroxyoctadecane-2-yl)-3-tetracosylurea C(C)OC[C@@H]1[C@@H]([C@@H]([C@H]([C@H](C1)OC[C@@H]([C@@H]([C@@H](CCCCCCCCCCCCCC)O)O)NC(=O)NCCCCCCCCCCCCCCCCCCCCCCCC)O)O)O